(4R,5R)-2-(8-methoxyimidazo[1,2-a]pyridine-2-yl)-4,5-diphenyl-4,5-dihydrooxazole COC=1C=2N(C=CC1)C=C(N2)C=2O[C@@H]([C@H](N2)C2=CC=CC=C2)C2=CC=CC=C2